BrC=1C(=NC=CC1)[C@H](C)OCC(=C)C (S)-3-bromo-2-(1-((2-methylallyl)oxy)ethyl)pyridine